COC1CCC(CC1)CN[C@@H]1[C@@H](CCC1)OC=1C=C2CN(C(C2=CC1)=O)C1C(NC(CC1)=O)=O 3-(5-(((1R,2S)-2-((((1s,4R)-4-methoxycyclohexyl)methyl)amino)cyclopentyl)oxy)-1-oxoisoindolin-2-yl)piperidine-2,6-dione